CC=C[SiH]1O[SiH](O[SiH](O1)C=CC)C=CC tri(methylvinyl)cyclotrisiloxane